C(C)C=1SC(=C(N1)C1=CC(=CC=C1)C)C1=CC(=NC=C1)NC(C1=CC=CC=C1)=O N-[4-[2-ethyl-4-(3-methylphenyl)-1,3-thiazol-5-yl]pyridin-2-yl]benzamide